N1(CCC1)CCC=1C(=CC(N(C1)C(C(=O)N[C@@H](CC(=O)O)C=1C=C(C=C(C1F)C)C1=C(C=CC(=C1)CC)C#N)CC(C)C)=O)C(F)(F)F (3S)-3-(2-(5-(2-(azetidin-1-yl)ethyl)-2-oxo-4-(trifluoromethyl)pyridin-1(2H)-yl)-4-methylpentanamido)-3-(2'-cyano-5'-ethyl-4-fluoro-5-methyl-[1,1'-biphenyl]-3-yl)propanoic acid